CN1C2=C(NC(C1=O)=O)N=CC=C2 1-methyl-1,4-dihydropyrido[2,3-b]pyrazine-2,3-dione